C(#N)C=1C=C2C(N(C(NC2=CC1)=O)CC(=O)N[C@@H](C)C1=NC=C(C=C1F)C#N)=O 2-(6-cyano-2,4-dioxo-1H-quinazolin-3-yl)-N-[(1S)-1-(5-cyano-3-fluoropyridin-2-yl)ethyl]acetamide